N-(3-((5-(1-(2,2-difluoroethyl)-2-methyl-1H-imidazo[4,5-b]pyrazin-6-yl)-7H-pyrrolo[2,3-d]pyrimidin-2-yl)amino)-1-methylcyclobutyl)propionamide FC(CN1C(=NC=2C1=NC(=CN2)C2=CNC=1N=C(N=CC12)NC1CC(C1)(C)NC(CC)=O)C)F